COC(C(C(CCCCCCC=C)N(C(=O)C1N(CCCC1)C)C1=C(C=CC=C1C)C)(C)C)=O (N-(2,6-dimethylphenyl)-1-methylpiperidine-2-carboxamido)2,2-dimethylundec-10-enoic acid methyl ester